CN(S(=O)(=O)N([C@@H]1[C@@H](N(CC1)C(=O)OCC1=CC=CC=C1)CO)CC1=CC=C(C=C1)OC)C benzyl (2R,3S)-3-((N,N-dimethylsulfamoyl)(4-methoxy benzyl)amino)-2-(hydroxymethyl)pyrrolidine-1-carboxylate